N-(5-((3-imino-3-(piperidin-1-yl)propyl)carbamoyl)-1-methyl-1H-pyrrol-3-yl)-1-methyl-1H-pyrrole-2-carboxamide N=C(CCNC(=O)C1=CC(=CN1C)NC(=O)C=1N(C=CC1)C)N1CCCCC1